(2-cyclopropylphenyl)-3-hydroxy-3-(trifluoromethyl)-2,3-dihydrospiro[indene-1,3'-pyrrolidin]-5'-one C1(CC1)C1=C(C=CC=C1)N1CC2(CC1=O)CC(C1=CC=CC=C12)(C(F)(F)F)O